O1C(=NC2=C1C=CC=C2)OC2=C(C=C(C=C2)CCC(C)=O)OC 4-[4-(1,3-benzoxazol-2-yloxy)-3-methoxyphenyl]butan-2-one